tert-Butyl 6-bromo-9-(2-(tert-butoxycarbonylamino)ethyl)-3,4-dihydro-1H-pyrido[3,4-b]indole-2(9H)-carboxylate BrC=1C=C2C3=C(N(C2=CC1)CCNC(=O)OC(C)(C)C)CN(CC3)C(=O)OC(C)(C)C